Cl.CC1=NC2=CC=CC=C2C(=C1)B1OC(C(O1)(C)C)(C)C 2-methyl-4-(4,4,5,5-tetramethyl-1,3,2-dioxaborolan-2-yl)quinoline hydrochloride